C[C@]12[C@H]3CC[C@@]4([C@H](CC[C@@H]4[C@H]3CC[C@H]2CC(CC1)NC1=CC=CC=C1)O)C (5S,8S,9S,10S,13S,14R,17S)-10,13-dimethyl-3-(phenylamino)hexadecahydro-1H-cyclopenta[a]phenanthren-17-ol